1-cyclobutyl-4-((3-fluoro-5-(2H-1,2,3-triazol-2-yl)pyridin-2-yl)methyl)piperazine-2,3-dione C1(CCC1)N1C(C(N(CC1)CC1=NC=C(C=C1F)N1N=CC=N1)=O)=O